S1C(=CC=C1)C(C(=O)[O-])=C.[Na+] sodium 2-thiophenylacrylate